C(CCCCCCCCCCCCCCCCC)N1C(=C(C(C2=C(C=C(C=C12)OC)OC)=O)OC)C1=CC=CC=C1 N-octadecyl-2-phenyl-3,5,7-trimethoxyquinolin-4-one